FC1(CCN(CC1)C1=NC=CC=C1C(F)(F)F)CN1C[C@@H](C([C@@H](C1)O)O)O (3S,4r,5R)-1-((4-fluoro-1-(3-(trifluoromethyl)pyridin-2-yl)piperidin-4-yl)methyl)piperidine-3,4,5-triol